BrC=1C=C(C=CC1)N1N=CC(=C1)CCl 1-(3-bromophenyl)-4-(chloromethyl)pyrazole